ClCCNS(=O)(=O)C1=CC=C(C=C1)C1CCCCC1 N-(2-chloroethyl)-4-cyclohexylbenzenesulfonamide